N6-benzoyl-3'-O-(4,4-dimethoxytrityloxy)-2'-O-[(tert-butyl)dimethylsilyl]adenosine C(C1=CC=CC=C1)(=O)NC=1C=2N=CN([C@H]3[C@H](O[Si](C)(C)C(C)(C)C)[C@H](OOC(C4=CCC(C=C4)(OC)OC)(C4=CC=CC=C4)C4=CC=CC=C4)[C@@H](CO)O3)C2N=CN1